2-((1-(methyl-d3)-3-((trans-2-methyloxetan-3-yl)oxy)-1H-pyrazol-4-yl)amino)-7-(tetrahydro-2H-pyran-4-yl)-7H-pyrrolo[2,3-d]pyrimidine-6-carbonitrile C(N1N=C(C(=C1)NC=1N=CC2=C(N1)N(C(=C2)C#N)C2CCOCC2)O[C@H]2[C@@H](OC2)C)([2H])([2H])[2H]